O1OCCCCCCCCCCCCCC1 dioxacyclohexadecane